tert-butyl N-(tert-butoxycarbonyl)-N-(4-[3-[(3-chloro-2-methoxyphenyl)amino]-7-(2-methoxyethyl)-4-oxo-1H,5H,6H,7H-pyrrolo[3,2-c]pyridin-2-yl]pyrimidin-2-yl)carbamate C(C)(C)(C)OC(=O)N(C(OC(C)(C)C)=O)C1=NC=CC(=N1)C1=C(C=2C(NCC(C2N1)CCOC)=O)NC1=C(C(=CC=C1)Cl)OC